N-[2-chloro-4-(trifluoromethyl)phenyl][2-(1,1-difluoro-5-indanyl)-6-ethyl-5-{4-[(5-hydroxy-6-methyl-4-pyrimidinyl)carbonyl]-1-piperazinyl}-4-oxo-1,3,3a,7-tetraaza-7-indenyl]acetamide ClC1=C(C=CC(=C1)C(F)(F)F)NC(CN1C(=C(C(N2N=C(N=C12)C=1C=C2CCC(C2=CC1)(F)F)=O)N1CCN(CC1)C(=O)C1=NC=NC(=C1O)C)CC)=O